6-(4-amino-4-(6-methoxypyridin-3-yl)piperidin-1-yl)-3-bromo-1H-pyrazolo[3,4-d]pyrimidine-4-carbonitrile NC1(CCN(CC1)C1=NC(=C2C(=N1)NN=C2Br)C#N)C=2C=NC(=CC2)OC